5-methyltryptophan CC1=CC=C2NC=C(C[C@H](N)C(=O)O)C2=C1